2,4-difluoro-3-(2-[1H-pyrazolo[3,4-b]pyridin-5-yl]ethyl)aniline FC1=C(N)C=CC(=C1CCC=1C=C2C(=NC1)NN=C2)F